ClC=1N(C(=C(N1)C1=CC=C(C=C1)F)C1=CC=NC=C1)CC(=O)OC(C)(C)C tert-butyl 2-[2-chloro-4-(4-fluorophenyl)-5-(4-pyridyl) imidazol-1-yl]Acetate